NC1=C2C(=NC=N1)N(N=C2N2C(=CC1=CC=CC=C21)C(=O)NC2CC2)C(C)(C)C (4-amino-1-tert-butyl-pyrazolo[3,4-d]pyrimidin-3-yl)-N-cyclopropyl-1H-indole-2-carboxamide